(E)-N2-[(7-methoxy-2H-1,3-benzodioxol-5-yl)methylidene]-L-arginine COC1=CC(=CC2=C1OCO2)C=N[C@@H](CCCN\C(\N)=N\[H])C(=O)O